C1(=CC=CC=C1)S(=O)(=O)OCCCCCCCCCCCCCCCC.[Mg] magnesium hexadecyl benzenesulfonate